4-[6-(4-fluorophenyl)-2,6-diazaspiro[3.5]nonan-2-yl]-1-methyl-2-oxo-1,2-dihydroquinoline-3-carbonitrile FC1=CC=C(C=C1)N1CC2(CN(C2)C2=C(C(N(C3=CC=CC=C23)C)=O)C#N)CCC1